(1S,4aS,7aS)-7-(Acetoxymethyl)-1-(((2S,3R,4S,5R,6R)-3,4,5-triacetoxy-6-(Acetoxymethyl)tetrahydro-2H-pyran-2-yl)oxy)-1,4a,5,7a-tetrahydrocyclopenta[c]pyran-4-carboxylic acid C(C)(=O)OCC1=CC[C@H]2[C@@H]1[C@@H](OC=C2C(=O)O)O[C@@H]2O[C@@H]([C@H]([C@@H]([C@H]2OC(C)=O)OC(C)=O)OC(C)=O)COC(C)=O